2-(5-(4-(Methylsulfonyl)-piperazin-1-yl)-2H-indazol-2-yl)-6-(trifluoromethyl)-pyridin-4-ol CS(=O)(=O)N1CCN(CC1)C1=CC2=CN(N=C2C=C1)C1=NC(=CC(=C1)O)C(F)(F)F